FC1=CC=C(C=C1)C(C(=O)NC1=NC=CC(=C1)C1=C(C2=NC(=CC=C2N1)F)C1=NC=CC=C1)C 2-(4-fluorophenyl)-N-{4-[5-fluoro-3-(pyridin-2-yl)-1H-pyrrolo[3,2-b]pyridin-2-yl]pyridin-2-yl}propanamide